CC1=NC(=CC(=C1)C=1NC2=CC=C(C=C2C1C(C)C)C(=O)N(C)CCOC)C 2-(2,6-dimethylpyridin-4-yl)-3-isopropyl-N-(2-methoxyethyl)-N-methyl-1H-indole-5-carboxamide